(5-(5-chloro-2-methoxypyridin-4-yl)-1H-pyrazole-3-carbonyl)-N-(2-methyl-2,3-dihydrobenzofuran-3-yl)piperidine-4-carboxamide ClC=1C(=CC(=NC1)OC)C1=CC(=NN1)C(=O)N1CCC(CC1)C(=O)NC1C(OC2=C1C=CC=C2)C